C(C=CC)OB(O)O Crotyl-boric acid